ClC=1C=C(C=CC1C=1C=C(C=NC1)C1=CC(=NC=C1)C(CO)(C)C)NC(OC(C)C)=O isopropyl (3-chloro-4-(2'-(1-hydroxy-2-methylpropan-2-yl)-[3,4'-bipyridin]-5-yl)phenyl)carbamate